2-bromo-5-[4-[(3-methyl-2-pyridyl)methyl]piperazin-1-yl]pyrazolo[1,5-a]pyrimidine-3-carbonitrile BrC1=NN2C(N=C(C=C2)N2CCN(CC2)CC2=NC=CC=C2C)=C1C#N